C(C)(C)N1N=CC(=C1)C=1C=C(C=CC1)N(C(=O)[C@@H]1CC[C@H](CC1)NC(CCC(=O)OC)=O)C[C@@H]1CC[C@H](CC1)C1=CC(=C(C=C1)OC)C Methyl 4-((trans-4-((3-(1-isopropyl-1H-pyrazol-4-yl)phenyl)((trans-4-(4-methoxy-3-methylphenyl)cyclohexyl)methyl)carbamoyl) cyclohexyl)amino)-4-oxobutanoate